CC1(OC(OC1(C)C)C1=CCCS1)C 5-(4,4,5,5-tetramethyl-1,3-dioxolan-2-yl)-2,3-dihydrothiophene